5-{[(1-methoxypropan-2-yl)amino]methyl}-1-(2,2,2-trifluoroethyl)-1H-indol COCC(C)NCC=1C=C2C=CN(C2=CC1)CC(F)(F)F